FC1=CC=2C3=C(NC2C=C1)CCN(C3)CCC(=O)NCC#C 3-(8-fluoro-1,3,4,5-tetrahydro-2H-pyrido[4,3-b]indol-2-yl)-N-(prop-2-yn-1-yl)propanamide